C(#N)C1=CC(=C(COC2=CC=CC(=N2)C2=CC(=C(CC3=NC4=C(N3[C@H]3COC[C@@H]3C(F)F)C=C(C=C4)C(=O)O)C=C2F)F)C=C1)F |&1:24| Racemic-2-(4-(6-((4-cyano-2-fluorobenzyl)oxy)pyridin-2-yl)-2,5-difluorobenzyl)-1-((4R)-4-(difluoromethyl)tetrahydrofuran-3-yl)-1H-benzo[d]imidazole-6-carboxylic acid